C(C)S(=O)(=O)C=1C=C2C(=NC1C(=O)O)N(C(N2C)=O)C 6-ethylsulfonyl-1,3-dimethyl-2-oxo-imidazo[4,5-b]Pyridine-5-carboxylic acid